CC(C)CCC[C@@H](C)[C@H]1CC[C@H]2[C@@H]3CC=C4C[C@H](CC[C@]4(C)[C@H]3CC[C@]12C)OCCCCCCCCOC(CN(C)C)COCCCCCCCC\C=C/C\C=C/CCCCC 2-({8-[(3β)-cholest-5-en-3-yloxy]octyl}oxy)-N,N-dimethyl-3-[(9Z,12Z)-octadeca-9,12-dienyloxy]propan-1-amine